BrC1=CC=CC=2C=3N(C(=NC12)N[C@@H]1C(NCCCC1)=O)N=C(N3)C3=CC=C(C=C3)F (3S)-3-{[7-bromo-2-(4-fluorophenyl)[1,2,4]triazolo[1,5-c]quinazolin-5-yl]amino}azepan-2-one